(5-((3-(cyclopropylmethyl)-2,4,5-trioxoimidazolidin-1-yl)methyl)-1,2,4-oxadiazol-3-yl)-N-(2-methoxyphenyl)-N-((4-methylmorpholin-2-yl)methyl)acetamide C1(CC1)CN1C(N(C(C1=O)=O)CC1=NC(=NO1)CC(=O)N(CC1CN(CCO1)C)C1=C(C=CC=C1)OC)=O